tri-t-butylpyrimidine C(C)(C)(C)C=1C(=NC(=NC1)C(C)(C)C)C(C)(C)C